methyl (2R,7aS)-2-(fluorosulfonyl)tetrahydro-1H-pyrrolizine-7a(5H)-carboxylate FS(=O)(=O)[C@@H]1C[C@@]2(CCCN2C1)C(=O)OC